O.S(=O)(=O)([O-])[O-].[Fe+2].NC1=C2C(=NC=N1)N(N=C2I)C(CC)C=2OC1=CC=CC=C1C(C2C2=CC(=CC=C2)F)=O 2-(1-(4-amino-3-iodo-1H-pyrazolo[3,4-d]pyrimidin-1-yl)propyl)-3-(3-fluorophenyl)-4H-chromen-4-one iron (II) sulfate monohydrate